1,3-dihydro-10H-furo[3,4-d]pyrazino[1,2-a]pyrimidin-10-one C1OCC=2N=C3N(C(C21)=O)C=CN=C3